(5aR,5bS,7aS,8S,10aS,10bR,12aR)-2-(4-methoxyphenyl)-5a,7a-dimethyl-5,5a,5b,6,7,7a,8,9,10,10a,10b,11,12,12a-tetradecahydro-4H-cyclopenta[7,8]phenanthro[2,1-d]thiazol-8-ol COC1=CC=C(C=C1)C=1SC2=C(N1)CC[C@@]1([C@H]3CC[C@]4([C@H]([C@@H]3CC[C@H]12)CC[C@@H]4O)C)C